(3-methylsulfonyl-phenyl)boronic acid CS(=O)(=O)C=1C=C(C=CC1)B(O)O